[Ca+2].C(C=C)(=O)[O-].C(C=C)(=O)[O-] 2-propenoic acid, calcium salt